(1aR,5aR)-2-Pyrazin-2-yl-1a,2,5,5a-tetrahydro-1H-2,3-diaza-cyclopropa[a]pentalene-4-carboxylic acid ((S)-1-hydroxymethyl-2,2-dimethylpropyl)-amide OC[C@H](C(C)(C)C)NC(=O)C=1C=2C[C@@H]3[C@H](C2N(N1)C1=NC=CN=C1)C3